N-((1s,4s)-4-((5-chloro-4-(1-cyclopropyl-1H-pyrazol-4-yl)pyrimidin-2-yl)amino)cyclohexyl)acetamide ClC=1C(=NC(=NC1)NC1CCC(CC1)NC(C)=O)C=1C=NN(C1)C1CC1